7-[5-Methyl-1-(4-piperidyl)triazol-4-yl]-5-[1-(5-methylthiazol-2-yl)ethoxy]imidazo[1,2-a]pyridine-3-carbonitrile CC1=C(N=NN1C1CCNCC1)C1=CC=2N(C(=C1)OC(C)C=1SC(=CN1)C)C(=CN2)C#N